Cl.NC1=C(C=C(N=N1)C1=C(C=CC=C1)O)N1CC2CCC(C1)N2 2-(6-amino-5-[3,8-diazabicyclo[3.2.1]octan-3-yl]pyridazin-3-yl)phenol hydrochloride